BrC1=CC=C(C=C1)C(C(=O)C1=CC=C(C=C1)O)=O 1-(4-bromophenyl)-2-(4-hydroxyphenyl)-1,2-ethanedione